8-Oxabicyclo[3.2.1]octan-3-one C12CC(CC(CC1)O2)=O